FC=1C=C(C=C2C(N(C(S2)=NN=C2C(NC3=CC=C(C=C23)F)=O)C2=CC(=CC=C2)OC)=O)C=CC1O 3-(2-(5-(3-fluoro-4-hydroxybenzylidene)-3-(3-methoxyphenyl)-4-oxothiazolidin-2-ylidene)hydrazono)-5-fluoro-1H-indol-2-one